3-trifluoromethyl-1-methyl-1H-pyrazole-4-carboxylic acid methyl ester COC(=O)C=1C(=NN(C1)C)C(F)(F)F